1-tert-Butyl 3-methyl (±)-trans-4-(thiophen-2-yl)pyrrolidine-1,3-dicarboxylate S1C(=CC=C1)[C@H]1[C@@H](CN(C1)C(=O)OC(C)(C)C)C(=O)OC |r|